3-(4-cyano-2-methoxy-phenoxy)-5-methyl-N-[3-((methylsulfonyl)carbamoyl)phenyl]-6-(trifluoromethyl)pyridazine-4-carboxamide C(#N)C1=CC(=C(OC=2N=NC(=C(C2C(=O)NC2=CC(=CC=C2)C(NS(=O)(=O)C)=O)C)C(F)(F)F)C=C1)OC